FC(C1=C(C=CC=C1)C1(CCCCC1)O)(F)F 1-(2-(trifluoromethyl)phenyl)cyclohexanol